Cl.FC1=C(C=CC=C1)[C@]1([C@@H]2CCNC[C@H]12)CNC(OCC1=CC=CC=C1)=O benzyl (((1S,6R,7R)-7-(2-fluorophenyl)-3-azabicyclo[4.1.0]heptan-7-yl)methyl)carbamate hydrochloride